(R)-1-(4-fluorophenyl)-1-(2-(4-(6-(1-methyl-1H-pyrazol-4-yl)pyrrolo[2,1-f][1,2,4]triazin-4-yl)piperazin-1-yl)pyrimidin-5-yl)ethan-1-amine FC1=CC=C(C=C1)[C@@](C)(N)C=1C=NC(=NC1)N1CCN(CC1)C1=NC=NN2C1=CC(=C2)C=2C=NN(C2)C